potassium adamantanemethanesulfonate C12(CC3CC(CC(C1)C3)C2)CS(=O)(=O)[O-].[K+]